2-(((2-(methylthio)-4-(trifluoromethyl)pyridine-3-yl)methyl)thio)-3,5,6,7-tetrahydro-4H-cyclopenta[d]pyrimidin-4-one CSC1=NC=CC(=C1CSC=1NC(C2=C(N1)CCC2)=O)C(F)(F)F